OC1=C(C=O)C(=CC=C1)OC[C@H]1N(CCOC1)C(C1=C(C=CC=C1)CCO)=O 2-hydroxy-6-{[(3S)-4-[2-(2-hydroxyethyl)benzoyl]morpholin-3-yl]methoxy}benzaldehyde